C(C)(C)OC([C@@H](NP(=O)(OC1=CC=C(C=C1)F)Cl)C)=O (chloro(4-fluorophenoxy)phosphoryl)-L-alanine isopropyl ester